FC(C=1C(=C(C=CC1)[C@@H](C)NC1=C2C(=C(N=N1)C)C=NC(=C2)C=2C=C(CN1CCC(CC1)C1=C(C=C(C=C1)C1C(NC(CC1)=O)=O)C)C=CC2)F)F 3-(4-(1-(3-(1-(((R)-1-(3-(Difluoromethyl)-2-fluorophenyl)ethyl)amino)-4-methyl-pyrido[3,4-d]pyridazin-7-yl)benzyl)piperidin-4-yl)-3-methylphenyl)piperidine-2,6-dione